bis(diethoxyphosphonomethyl)biphenyl C(C)OOP(=O)(OOCC)CC1=CC=C(C=C1)C1=CC=C(C=C1)CP(=O)(OOCC)OOCC